S(=O)(CC1CCCC1)CC1CCCC1 (Sulfinylbis(methylene))dicyclopentane